C(C1=CC=CC=C1)C(CCCNC(=O)C1=CC=C2C(=CC(=NC2=C1)C=1C=NC=CC1)Cl)C(=O)N1CCC(CC1)(CN1C=NC2=CC(=CC=C2C1=O)NC(CCN1CCN(CC1)C)=O)O N-(4-benzyl-5-(4-hydroxy-4-((7-(3-(4-methylpiperazin-1-yl)propanamido)-4-oxoquinazolin-3(4H)-yl)methyl)piperidin-1-yl)-5-oxopentyl)-4-chloro-2-(pyridin-3-yl)quinoline-7-carboxamide